COC[C@@]12C[C@H](N([C@H]2C1)C(CNC(C1=CC=C(C=C1)OC1=CC=CC=C1)=O)=O)C(=O)O (1S,3S,5R)-5-(methoxymethyl)-2-((4-phenoxybenzoyl)glycyl)-2-azabicyclo[3.1.0]-hexane-3-carboxylic acid